N-iso-Propyl-diethanolamine C(C)(C)N(CCO)CCO